6-cyclobutyl-10-methoxy-2-oxo-9-(((trifluoromethyl)sulfonyl)oxy)-6,7-dihydro-2H-pyrido[2,1-a]phthalazine-3-carboxylic acid C1(CCC1)N1N2C(C3=CC(=C(C=C3C1)OS(=O)(=O)C(F)(F)F)OC)=CC(C(=C2)C(=O)O)=O